(3Z)-4-[4-(benzyloxy)phenyl]-1,1,1-trifluoro-4-hydroxybut-3-en-2-one C(C1=CC=CC=C1)OC1=CC=C(C=C1)/C(=C/C(C(F)(F)F)=O)/O